ClC1=CC=C(C=C1)CC(=O)NC[C@H]([C@@H](O)[C@H]1[C@@H]([C@H](C[C@@](O1)(C(=O)O)OCCCCCCOCC#C)O)NC(=O)NCC)O (2R,4S,5R,6R)-6-((1R,2R)-3-(2-(4-chlorophenyl)acetamido)-1,2-dihydroxypropyl)-5-(3-ethylureido)-4-hydroxy-2-((6-(prop-2-yn-1-yloxy)hexyl)oxy)tetrahydro-2H-pyran-2-carboxylic acid